2-[2-oxo-5-(trifluoromethyl)-2,3-dihydro-1H-indol-1-yl]acetamide O=C1N(C2=CC=C(C=C2C1)C(F)(F)F)CC(=O)N